4-methyl-2-(2,4,7-trimethyl-1-oxooct-6-en-4-yl)benzonitrile CC1=CC(=C(C#N)C=C1)C(CC(C=O)C)(CC=C(C)C)C